C(C1=CC=CC=C1)OC[C@H]1N(C(COC1)=O)C(=O)OC(C)(C)C tert-butyl (R)-3-((benzyloxy)methyl)-5-oxomorpholine-4-carboxylate